N-(1-(4-fluorophenyl)-1-(2-(4-(6-(1-methyl-1H-pyrazol-4-yl)pyrrolo[2,1-f][1,2,4]triazin-4-yl)piperazin-1-yl)pyrimidin-5-yl)ethyl)-2-methylpropane-2-sulfinamide FC1=CC=C(C=C1)C(C)(C=1C=NC(=NC1)N1CCN(CC1)C1=NC=NN2C1=CC(=C2)C=2C=NN(C2)C)NS(=O)C(C)(C)C